1,1'-(1,4-phenylenebis(propan-3,1-diyl))bis(1-methylpyrrolidin-1-ium) hydroxide [OH-].C1(=CC=C(C=C1)CCC[N+]1(CCCC1)C)CCC[N+]1(CCCC1)C.[OH-]